1,9-nonaneDiol cyclopentyl-2-(3,8-diazabicyclo[3.2.1]octan-8-yl)-7,8-dihydro-1,6-naphthyridine-6(5H)-carboxylate C1(CCCC1)C=1C(=NC=2CCN(CC2C1)C(=O)OCCCCCCCCCO)N1C2CNCC1CC2